6,7-dihydro-4H-pyrazolo[1,5-a]pyrazine-6-carboxylic acid N1=CC=C2N1CC(NC2)C(=O)O